NC1=NC=2C=CC(=CC2C2=C1C=NN2C)C(=O)N(N(C)CC2CC2)CC2=NC=C(C=C2)C(F)(F)F 4-amino-N'-(cyclopropylmethyl)-N',1-dimethyl-N-[[5-(trifluoromethyl)-2-pyridyl]methyl]pyrazolo[4,3-c]quinoline-8-carbohydrazide